2-(7-((2S,5R)-4-(1-(2,3-dihydrofuro[2,3-b]pyridin-5-yl)ethyl)-2,5-diethylpiperazin-1-yl)-4-methyl-5-oxo-4,5-dihydro-2H-pyrazolo[4,3-b]pyridin-2-yl)acetonitrile O1CCC=2C1=NC=C(C2)C(C)N2C[C@@H](N(C[C@H]2CC)C=2C=1C(N(C(C2)=O)C)=CN(N1)CC#N)CC